N-(4-(chlorodifluoromethoxy)phenyl)-1-(methylsulfonyl)-7-(1H-pyrazol-5-yl)indoline-5-carboxamide ClC(OC1=CC=C(C=C1)NC(=O)C=1C=C2CCN(C2=C(C1)C1=CC=NN1)S(=O)(=O)C)(F)F